(5-chloropyridin-2-yl)-2-(piperidin-4-ylidene)acetonitrile dihydrochloride Cl.Cl.ClC=1C=CC(=NC1)C(C#N)=C1CCNCC1